3-(trifluoromethyl)phenylisothiocyanate FC(C=1C=C(C=CC1)N=C=S)(F)F